5-(but-3-yn-1-yl)-1,3,4-thiadiazol-2-amine C(CC#C)C1=NN=C(S1)N